1,1,1,3,3,3-hexafluoropropan-2-yl 2-((1-ethyl-1,2,3,4-tetrahydroquinolin-8-yl) methyl)-2,8-diazaspiro[4.5]decane-8-carboxylate C(C)N1CCCC2=CC=CC(=C12)CN1CC2(CC1)CCN(CC2)C(=O)OC(C(F)(F)F)C(F)(F)F